C(C)(C)(C)OC(=O)N1CC2(CCCC2)C(CC1)(O)CN1C(C=C(C(=C1)C(=O)OCC)C1=CC=CC=C1)=O 10-((5-(ethoxycarbonyl)-2-oxo-4-phenylpyridin-1(2H)-yl)methyl)-10-hydroxy-7-azaspiro[4.5]Decane-7-carboxylic acid tert-butyl ester